(8aR)-7-(5-(6',8'-dihydrospiro[isochroman-4,9'-pyrido[3',2':4,5]imidazo[2,1-c][1,4]oxazin]-2'-yl)pyrimidin-2-yl)hexahydroimidazo[1,5-a]pyrazin-3(2H)-one N1=C(C=CC=2N=C3COCC4(N3C21)COCC2=CC=CC=C24)C=2C=NC(=NC2)N2C[C@@H]4N(CC2)C(NC4)=O